C(C1=CC=CC=C1)OC[C@H](CC=C)O (2S)-1-benzyloxypent-4-en-2-ol